C(C)/C(/C=O)=C/C(C\C=C\C)CC (3Z,6E)-2,4-diethyl-2,6-octadienal